O=C1NC=C(C(N1CC1=CC=C(C=C1)F)=O)C(=O)NC1=C(C=CC=C1)F 2,4-Dioxo-3-(4-fluorobenzyl)-N-(2-fluorophenyl)-1,2,3,4-tetrahydropyrimidine-5-carboxamide